(S)-N-(5-aminopentyl)-2-(4-(4-chlorophenyl)-2,3,9-trimethyl-6H-thieno[3,2-f][1,2,4]triazolo[4,3-a][1,4]diazepin-6-yl)acetamide hydrochloride Cl.NCCCCCNC(C[C@H]1C=2N(C3=C(C(=N1)C1=CC=C(C=C1)Cl)C(=C(S3)C)C)C(=NN2)C)=O